ClC=1C=C(C=CC1C#N)N1CCC(CC1)C(=O)NC1=NC=C(C=C1)OC1CCN(CC1)CC1CCN(CC1)C1=C(C=C(C=C1)N[C@H]1C(NC(CC1)=O)=O)F (R)-1-(3-chloro-4-cyanophenyl)-N-(5-((1-((1-(4-((2,6-dioxopiperidin-3-yl)amino)-2-fluorophenyl)piperidin-4-yl)methyl)piperidin-4-yl)oxy)pyridin-2-yl)piperidine-4-carboxamide